C(CC)(=O)OC1(OC(CC1)=O)NC(=O)[C@@]1(CC(=NO1)C1=NC=CC2=CC=CC=C12)C(C)C ((R)-5-isopropyl-3-(isoquinolin-1-yl)-4,5-dihydroisoxazole-5-carboxamido)-5-oxotetrahydrofuran-2-yl propionate